(S)-Styrene oxide C1[C@H](C2=CC=CC=C2)O1